benzyl (S)-4-((1-(tert-butoxycarbonyl)piperidin-4-yl)methyl)-3-methylpiperazine-1-carboxylate C(C)(C)(C)OC(=O)N1CCC(CC1)CN1[C@H](CN(CC1)C(=O)OCC1=CC=CC=C1)C